FC(C=1C=CC=2N(N1)C(=CN2)C2=CC(=NC=N2)N2CCOC1(C2)CNCCC1)F 4-(6-(6-(Difluoromethyl)imidazo[1,2-b]pyridazin-3-yl)pyrimidin-4-yl)-1-oxa-4,8-diazaspiro[5.5]undecane